4-azido-6,6,6-trifluoro-n-hexyl-3-bromopropionate (4-azido-6,6,6-trifluorohexyl 3-bromopropionate) N(=[N+]=[N-])C(CCCC(C(=O)O)CBr)CC(F)(F)F.N(=[N+]=[N-])C(CCCOC(CCBr)=O)CC(F)(F)F